6-chloro-2-(5-(1,1-difluoroethyl)-1H-1,2,4-triazol-3-yl)-5-methoxy-3-(1H-pyrazol-4-yl)-1H-pyrrolo[3,2-b]pyridine ClC=1C=C2C(=NC1OC)C(=C(N2)C2=NNC(=N2)C(C)(F)F)C=2C=NNC2